FC1=CC=C(C=C1)C=CC(=O)N[C@@H](C)C1=CC(=CC=C1)C=1C=NC(=CC1)F (S)-3-(4-Fluoro-phenyl)-N-{1-[3-(6-fluoro-pyridin-3-yl)-phenyl]-ethyl}-acrylamide